N-(1,3-dimethylbutylidene)aminopropyltriethoxysilane CC(CC(C)C)=NCCC[Si](OCC)(OCC)OCC